1-(pyrimidin-5-yl)ethanamine N1=CN=CC(=C1)C(C)N